12-Chloro-9-(2-fluorophenyl)-2,3,4,8-tetraazatricyclo[8.4.0.02,6]tetradeca-1(10),3,5,8,11,13-hexaene-5-carboxylic acid ClC1=CC=2C(=NCC3=C(N=NN3C2C=C1)C(=O)O)C1=C(C=CC=C1)F